BrCC(=O)N[C@@H](C)C1=CC(=C(C=C1)F)OC (S)-2-bromo-N-(1-(4-fluoro-3-methoxyphenyl)ethyl)acetamide